FC1(CC1)CN 1-(1-fluorocyclopropyl)methanamine